1-(4-(((3'-Chloro-2'-(2-chloro-3-(5-((4-hydroxypiperidin-1-yl)methyl)-6-methoxypyridin-2-yl)phenyl)-6-methoxy-[2,4'-bipyridin]-5-yl)methyl)amino)piperidin-1-yl)ethan-1-one ClC=1C(=NC=CC1C1=NC(=C(C=C1)CNC1CCN(CC1)C(C)=O)OC)C1=C(C(=CC=C1)C1=NC(=C(C=C1)CN1CCC(CC1)O)OC)Cl